N-(4-nitrophenethyl)-7H-pyrrolo[2,3-d]pyrimidin-4-amine [N+](=O)([O-])C1=CC=C(CCNC=2C3=C(N=CN2)NC=C3)C=C1